C(#N)C1[C@H]2CN(C[C@@H](C1)N2C(C)(C)C2=CC=CC=C2)C(=O)OC(C)(C)C tert-butyl (1R,5S)-6-cyano-8-(2-phenylpropan-2-yl)-3,8-diazabicyclo[3.2.1]octane-3-carboxylate